SC=C1CC(CC=C1)=CS 1,3-bis(mercaptomethylene)benzene